BrC1=C2CCO[C@@H](C2=CC=C1)CN(C(OC(C)(C)C)=O)COCC[Si](C)(C)C (S)-tert-butyl (5-bromoisochroman-1-yl)methyl((2-(trimethylsilyl)ethoxy)methyl)carbamate